2-(6-(((1S,2S,3R,5S,6R)-2,6-difluoro-1-methyl-8-azabicyclo[3.2.1]octan-3-yl-5-d)(methyl)amino)-1,2,4-triazin-3-yl)-5-(1H-imidazol-1-yl)phenol F[C@@H]1[C@@]2(C[C@H]([C@](C[C@H]1N(C1=CN=C(N=N1)C1=C(C=C(C=C1)N1C=NC=C1)O)C)(N2)[2H])F)C